C[C@@H]1CN(CCN1)C=1SC2=C(N1)SC(=C2)C(=O)OCC ethyl 2-[(3R)-3-methylpiperazin-1-yl]thieno[2,3-d]thiazole-5-carboxylate